4-(methyl-(4-(5,6,7,8-tetrahydro-1,8-naphthyridin-2-yl)butyl)amino)butanoic acid CN(CCCC(=O)O)CCCCC1=NC=2NCCCC2C=C1